(3S,4S)-8-(8-((3-chloro-2-methylpyridin-4-yl)thio)-[1,2,4]triazolo[1,5-c]pyrimidin-5-yl)-3-methyl-2-oxa-8-aza-spiro[4.5]decan-4-amine ClC=1C(=NC=CC1SC=1C=2N(C(=NC1)N1CCC3([C@@H]([C@@H](OC3)C)N)CC1)N=CN2)C